(3-methoxyphenyl)(2-(5-(trifluoromethyl)-1,2,4-oxadiazol-3-yl)-6,7-dihydrothieno[3,2-c]pyridin-5(4H)-yl)methanone COC=1C=C(C=CC1)C(=O)N1CC2=C(CC1)SC(=C2)C2=NOC(=N2)C(F)(F)F